3-Iodo-4-((triisopropylsilyl)ethynyl)-1H-pyrrole IC1=CNC=C1C#C[Si](C(C)C)(C(C)C)C(C)C